(Z)-4-(1-(4-(2-(Dimethylamino)ethoxy)-phenyl)-2-phenylbut-1-en-1-yl)phenol CN(CCOC1=CC=C(C=C1)\C(=C(\CC)/C1=CC=CC=C1)\C1=CC=C(C=C1)O)C